Cl.CC1(CCC1)CN 1-(1-methylcyclobutyl)methanamine hydrochloride